2-benzyl-2-(dimethylamino)-1-[4-(morpholinyl)phenyl]1-butanone C(C1=CC=CC=C1)C(C(=O)C1=CC=C(C=C1)N1CCOCC1)(CC)N(C)C